C(\C(\C)=C/C)(=O)Cl cis-angeloyl chloride